C(C)(C)(C)OC(=O)N1C(C(C[C@H]1COC(C1=CC=CC=C1)=O)C)=O (5S)-5-((benzoyloxy)methyl)-3-methyl-2-oxopyrrolidine-1-carboxylic acid tert-butyl ester